6-Acetyl-2-(3-(3-((4-methyl-4H-1,2,4-triazol-3-yl)methyl)oxetan-3-yl)phenyl)-4-(trifluoromethyl)isoindolin-1-one C(C)(=O)C1=CC(=C2CN(C(C2=C1)=O)C1=CC(=CC=C1)C1(COC1)CC1=NN=CN1C)C(F)(F)F